C1(=CC=CC2=CC=CC=C12)NC(=O)C1=CC=C(CN2C[C@@H](CCC2)C(=O)NCCCNC=2C3=CC=CC=C3N=C3CCCCC23)C=C1 (R)-1-(4-(naphthalen-1-ylcarbamoyl)benzyl)-N-(3-((1,2,3,4-tetrahydroacridin-9-yl)amino)propyl)piperidine-3-carboxamide